FC1=CC(=C(C=C1)C1=CC(=NC(=C1)NC)N1CC2=CC=CC(=C2C1)C(F)(F)F)C1=NN=CN1C 2-{4-[4-fluoro-2-(4-methyl-1,2,4-triazol-3-yl)phenyl]-6-(methylamino)pyridin-2-yl}-4-(trifluoromethyl)-3H-isoindol